C[C@H](CCC1=CC2=CC[C@H]3[C@]([C@@]2(CC1)C)(CC[C@@H]4[C@@]3(C[C@H]([C@@H]([C@@]4(C)CO)O)O)C)C)C(=O)C The molecule is a tetracyclic triterpenoid of the 8,19-seco-ursane-type skeleton isolated from the leaves of Rosa laevigata. It has a role as an anti-inflammatory agent and a plant metabolite. It is a tetracyclic triterpenoid, a triol and a methyl ketone.